ClC=1C=C2C(=CC1)NC(C21CCN(CC1)CCOC=1C=NC(=C(C1)C(F)(F)F)[C@@](CO)(C)O)=O |o1:28| 5-chloro-1'-[2-({6-[(2R) or (2S)-1,2-dihydroxypropan-2-yl]-5-(trifluoromethyl)pyridin-3-yl}oxy)ethyl]-1,2-dihydrospiro[indole-3,4'-piperidin]-2-one